CC1C(CCCC1)N 2-Methylcyclohexylamine